O-[2-(4-nitro-phenoxy)-propyl]-hydroxylamine [N+](=O)([O-])C1=CC=C(OC(CON)C)C=C1